dodecyl chloronicotinate (dodecyl 2-chloronicotinate) C(CCCCCCCCCCC)C1=NC(=C(C(=O)O)C=C1)Cl.ClC1=C(C(=O)OCCCCCCCCCCCC)C=CC=N1